4-[[1-[[[1-[(2,4-dimethoxyphenyl)methylamino]-5-isoquinolyl]-methyl-amino]methyl]-2-azabicyclo[2.1.1]hexan-4-yl]methoxy]-1,6-dimethyl-pyridin-2-one COC1=C(C=CC(=C1)OC)CNC1=NC=CC2=C(C=CC=C12)N(C)CC12NCC(C1)(C2)COC2=CC(N(C(=C2)C)C)=O